1-[3-(1,2,4-thiadiazol-3-yl)pyrazin-2-yl]ethanamine S1N=C(N=C1)C=1C(=NC=CN1)C(C)N